ethyl 1-(6-(3,4-dimethoxyphenyl)quinolin-2-yl)piperidine-4-carboxylate COC=1C=C(C=CC1OC)C=1C=C2C=CC(=NC2=CC1)N1CCC(CC1)C(=O)OCC